N,N'-Bis[(2-hydroxyphenyl)-methylen]-1,2-diaminocyclohexan OC1=C(C=CC=C1)C=NC1C(CCCC1)N=CC1=C(C=CC=C1)O